CN1C(SCC1)=CC=C1C(N(C(S1)=S)CC(=O)O)=O 5-[(3-methylthiazolidine-2-ylidene)ethylidene]-4-oxo-2-thioxothiazolidine-3-acetic acid